dihydroxyl-silicon (IV) O[Si+2]O